N-cyclopropyl-4-(phenylamino)-6-(4-(piperidine-4-carbonyl)piperazin-1-yl)quinoline-3-carboxamide hydrochloride Cl.C1(CC1)NC(=O)C=1C=NC2=CC=C(C=C2C1NC1=CC=CC=C1)N1CCN(CC1)C(=O)C1CCNCC1